N(=C=O)C=1C=C(C=CC1)NC(OC(C)(C)C)=O tert-butyl (3-isocyanatophenyl)carbamate